ClC=1C=C(C=C(C1F)Cl)C1(CC(=NO1)C1=CC(=C(C(=O)NC2=NN(C(=N2)C(F)(F)F)C)C=C1)C)C(F)(F)F 4-(5-(3,5-dichloro-4-fluorophenyl)-5-(trifluoromethyl)-4,5-dihydroisoxazol-3-yl)-2-methyl-N-(1-methyl-5-(trifluoromethyl)-1H-1,2,4-triazol-3-yl)benzamide